ClC=1C=2N(C=C(C1C)C=1NC3=CC=C(C=C3C1C(C)C)C1CCNCC1)C=CN2 8-chloro-6-(3-isopropyl-5-(piperidin-4-yl)-1H-indol-2-yl)-7-methylimidazo[1,2-a]pyridine